7-(4-methoxyphenylethyl)-5,6,7,8-tetrahydro-1,6-naphthyridine-2-sulfonic acid COC1=CC=C(C=C1)CCC1NCC=2C=CC(=NC2C1)S(=O)(=O)O